1-oleoyl-3-linoleoyl-glycerol C(CCCCCCC\C=C/CCCCCCCC)(=O)OCC(O)COC(CCCCCCC\C=C/C\C=C/CCCCC)=O